C(C=C)(=O)OCC(CS(=O)(=O)[O-])O acryloxy-2-hydroxypropylsulfonate